ClC1=C(C=CC=C1)C(CCO)NC1=NC(=NC(=N1)NC)N1CC(NCC1)C(=O)NC1COCCC1 4-((1-(2-chlorophenyl)-3-hydroxypropyl-amino)-6-(methylamino)-1,3,5-triazin-2-yl)-N-(tetrahydro-2H-pyran-3-yl)piperazine-2-carboxamide